6-(2,5-dichloropyrimidin-4-yl)-2-[2-(2-oxopyrrolidin-1-yl)ethyl]-2,3-dihydro-1H-isoindol-1-one ClC1=NC=C(C(=N1)C1=CC=C2CN(C(C2=C1)=O)CCN1C(CCC1)=O)Cl